BrC=1C(=NC=C(C1C)C(F)(F)F)OC=1C(=NC(=CC1)C)OC 3-bromo-2-[(2-methoxy-6-methyl-3-pyridinyl)oxy]-4-methyl-5-(trifluoromethyl)pyridine